DIETHYLENETRIAMINE NCCNCCN